3-(3-(Trifluoromethoxy)benzyl)azetidine hydrochloride Cl.FC(OC=1C=C(CC2CNC2)C=CC1)(F)F